acryloxyethyl dihydrogen phosphate P(=O)(OCCOC(C=C)=O)(O)O